(R)-2-(2-(4-amino-8-methyl-6-(6-(trifluoromethyl)pyridin-3-yl)-9H-pyrimido[4,5-b]indol-9-yl)acetyl)-N-(6-bromopyridin-2-yl)-2-azabicyclo[3.1.0]hexane-3-carboxamide NC1=NC=NC=2N(C3=C(C=C(C=C3C21)C=2C=NC(=CC2)C(F)(F)F)C)CC(=O)N2[C@@H]1CC1CC2C(=O)NC2=NC(=CC=C2)Br